Fmoc-L-Glutamin C(=O)(OCC1C2=CC=CC=C2C2=CC=CC=C12)N[C@@H](CCC(N)=O)C(=O)O